8-fluoro-naphthalen FC=1C=CC=C2C=CC=CC12